C(C1=CC=CC=C1)N1C(CO[C@@H](CC1)C(=O)O)=O (S)-4-benzyl-3-oxo-1,4-oxazepan-7-carboxylic acid